N-(2,3-difluorophenyl)-2-nitroacetamide FC1=C(C=CC=C1F)NC(C[N+](=O)[O-])=O